C(C)(=O)O.CC1=C(C(=NC=C1S(=O)(=O)C(F)(F)F)C(=O)N)O methyl-(3-hydroxy-5-trifluoromethanesulfonyl-2-pyridinecarboxamide) acetate